NC1=C(C=C(C=C1)C1=NC=CC=N1)NC(C1=CC=C(C=C1)S(=O)(=O)C)=O N-(2-amino-5-pyrimidin-2-yl-phenyl)-4-(methylsulfonyl)benzamide